styrylbenzoyl chloride C(=CC1=CC=CC=C1)C1=C(C(=O)Cl)C=CC=C1